1-(3-{[5-methyl-3-(6-methylpyridin-3-yl)-1,2-oxazol-4-yl]methoxy}-5H,6H,7H,8H-pyrido[3,4-c]pyridazin-7-yl)ethan-1-one CC1=C(C(=NO1)C=1C=NC(=CC1)C)COC1=CC2=C(N=N1)CN(CC2)C(C)=O